ClC=1C=CC=2C(=C3N(C2C1C=1C(=NN(C1C)C)C)[C@@H](CN(C3=O)C3=CC=C(C1=CC=CC=C31)C(=O)O)C)CCCOC3=CC(=C(C(=C3)C)Cl)C (R)-4-(7-Chloro-10-(3-(4-chloro-3,5-dimethylphenoxy)propyl)-4-methyl-1-oxo-6-(1,3,5-trimethyl-1H-pyrazol-4-yl)-3,4-dihydropyrazino[1,2-a]indol-2(1H)-yl)-1-naphthoic Acid